The molecule is a member of the class of thiophenes that is thiophene in which the hydrogens at positions 2, 3, and 5 have been replaced by phenyl, phenyl, and p-chlorophenyl groups, respectively. An obsolete acaricide and insecticide that was used to control eriophyoid mites. Not approved for use within the European Union. It has a role as an acaricide and an insecticide. It is a member of thiophenes and a member of monochlorobenzenes. C1=CC=C(C=C1)C2=C(SC(=C2)C3=CC=C(C=C3)Cl)C4=CC=CC=C4